C(C1=CC=CC=C1)N(C(OC(C)(C)C)=O)C1(CC(C1)OCC1=CC=CC=C1)C=NNS(=O)(=O)C1=CC=C(C)C=C1 tert-butyl benzyl(3-(benzyloxy)-1-((2-tosylhydrazineylidene)methyl)cyclobutyl)carbamate